2-(4-bromo-3-(methoxymethyl)phenyl)-5-(1-(pyrrolidin-1-yl)ethyl)-1,3,4-oxadiazole BrC1=C(C=C(C=C1)C=1OC(=NN1)C(C)N1CCCC1)COC